BrC1=C(C=CC=C1)C1=NC(=NO1)C1=CC2=C(N(N=N2)C2CCCC2)C=C1 5-(2-bromophenyl)-3-(1-cyclopentyl-1H-benzo[d][1,2,3]triazol-5-yl)-1,2,4-oxadiazole